O1N=CC(=C1)CNC=1C(C(C1NCC1=NC=C(C=C1)C1=NOC(=N1)C(F)(F)F)=O)=O 3-((isoxazol-4-ylmethyl)amino)-4-(((5-(5-(trifluoromethyl)-1,2,4-oxadiazol-3-yl)pyridin-2-yl)methyl)amino)cyclobut-3-ene-1,2-dione